ClC1=CC=C(N=N1)N1CC(OCC1)CC(=O)OC methyl 2-[4-(6-chloropyridazin-3-yl)morpholin-2-yl]acetate